1,5-bis(4-hydroxyphenylthio)3-oxaheptane methyl-3-fluoro-4-((N-(4-fluorophenyl)-1,1-dioxidothiomorpholine-4-carboxamido)methyl)benzoate COC(C1=CC(=C(C=C1)CN(C(=O)N1CCS(CC1)(=O)=O)C1=CC=C(C=C1)F)F)=O.OC1=CC=C(C=C1)SCCOCC(CC)SC1=CC=C(C=C1)O